(S,Z)-7,8-difluoro-2-(3-fluoro-4-((6-oxo-5-(trifluoromethyl)-1,6-dihydropyridazin-4-yl)amino)pent-2-en-1-yl)-6-(5-(trifluoromethyl)pyrimidin-2-yl)isoquinolin-1(2H)-one FC1=C(C=C2C=CN(C(C2=C1F)=O)C\C=C(\[C@H](C)NC=1C=NNC(C1C(F)(F)F)=O)/F)C1=NC=C(C=N1)C(F)(F)F